7-((2S,5R)-4-(1-(2,3-dihydrobenzo[b][1,4]dioxin-6-yl)ethyl)-2,5-diethylpiperazin-1-yl)-4-methyl-2,4-dihydro-5H-pyrazolo[4,3-b]pyridin-5-one O1C2=C(OCC1)C=C(C=C2)C(C)N2C[C@@H](N(C[C@H]2CC)C=2C=1C(N(C(C2)=O)C)=CNN1)CC